N1=NC(=NC=C1)C(=O)O 1,2,4-TRIAZINE-3-CARBOXYLIC ACID